6-(4-chlorobenzyl)-1,4-dimethylpiperazine-2,3,5-trione ClC1=CC=C(CC2C(N(C(C(N2C)=O)=O)C)=O)C=C1